2-(1-Methylazetidin-3-yl)-5-[rac-(3S)-3-methyl-2,3,4,5-tetrahydropyridin-6-yl]indazole CN1CC(C1)N1N=C2C=CC(=CC2=C1)C=1CC[C@@H](CN1)C |r|